2-[3,5-dichloro-4-[(5-hydroxy-4-methylsulfonyl-2-pyridyl)oxy]phenyl]-3,5-dioxo-1,2,4-triazine-6-carbonitrile ClC=1C=C(C=C(C1OC1=NC=C(C(=C1)S(=O)(=O)C)O)Cl)N1N=C(C(NC1=O)=O)C#N